carboxyethylzirconium acrylate C(C=C)(=O)[O-].C(=O)(O)CC[Zr+3].C(C=C)(=O)[O-].C(C=C)(=O)[O-]